C(#N)C=1C=NN2C1C(=CC(=C2)OCC)C=2C=CC(=NC2)N2CCC(CC2)(CN(C)C)NC(C2=C(C=CC(=C2)F)C)=O N-(1-(5-(3-cyano-6-ethoxypyrazolo[1,5-a]pyridin-4-yl)pyridin-2-yl)-4-((dimethylamino)methyl)piperidin-4-yl)-5-fluoro-2-methylbenzamide